5-Phenyl-1H-pyrazole-3-carboxylic acid [2-oxo-2-(4-o-tolylamino-piperidin-1-yl)-ethyl]-amide O=C(CNC(=O)C1=NNC(=C1)C1=CC=CC=C1)N1CCC(CC1)NC1=C(C=CC=C1)C